FC1=C(C=C(C=C1)NC(N([C@@H](C)C1=C(NC(C2=CC=CC=C12)=O)C)C)=O)C (S)-3-(4-fluoro-3-methylphenyl)-1-methyl-1-(1-(3-methyl-1-oxo-1,2-dihydroisoquinolin-4-yl)ethyl)urea